N[C@@H]1[C@H](CC1)CNS(=O)(=O)N1CC2=CC=C(C=C2CC1)Cl N-(((1r,2s)-2-aminocyclobutyl)methyl)-6-chloro-3,4-dihydroisoquinoline-2(1H)-sulfonamide